(R)-9-chloro-4-(2-(dimethylamino)-2-oxoethyl)-N-(2-fluoro-6-methoxybenzyl)-3-methyl-5-oxo-2,3,4,5-tetrahydrobenzofuro[2,3-f][1,4]oxazepine-3-carboxamide ClC=1C=CC2=C(C1)C1=C(C(N([C@](CO1)(C(=O)NCC1=C(C=CC=C1OC)F)C)CC(=O)N(C)C)=O)O2